COC(C1=NC(=C(C=C1)[N+](=O)[O-])N[C@@H]1CN(CC1)C(=O)OC(C)(C)C)=O (S)-6-((1-(tert-Butoxycarbonyl)pyrrolidin-3-yl)amino)-5-nitropicolinic acid methyl ester